C1=CC=C(C(=C1)C(Cl)Cl)O salicylyl chloride